4-(5-amino-3-phenyl-1H-pyrazol-1-yl)benzonitrile NC1=CC(=NN1C1=CC=C(C#N)C=C1)C1=CC=CC=C1